(perfluoroethyl)-1,4-dioxaspiro[4.5]decan-8-ol FC(C(F)(F)F)(F)C1OC2(OC1)CCC(CC2)O